FC1=C(C=2CCCCC2C(=C1)[C@H]1NCCC1)C=1N=C2SC3=C(N2C1)C=CC(=C3)C(=O)NCCCN3CCC(CC3)F (S)-2-(2-fluoro-4-(pyrrolidin-2-yl)-5,6,7,8-tetrahydronaphthalen-1-yl)-N-(3-(4-fluoropiperidin-1-yl)propyl)benzo[d]imidazo[2,1-b]thiazole-7-carboxamide